2-(2-(4,4-difluorocyclohexyl)-4-phenylpyridin-3-yl)-3,4,6,7-tetrahydropyrano[3,4-d]imidazole FC1(CCC(CC1)C1=NC=CC(=C1C1=NC2=C(N1)COCC2)C2=CC=CC=C2)F